C(=CC=CCCCC)O (9z,12z)-octadiene-1-ol